tert-Butyl 2-((((9H-fluoren-9-yl)methoxy) carbonyl)amino)-4-(3-methoxy-4-(methylcarbamoyl)phenyl)butanoate C1=CC=CC=2C3=CC=CC=C3C(C12)COC(=O)NC(C(=O)OC(C)(C)C)CCC1=CC(=C(C=C1)C(NC)=O)OC